CC1(C2(OCCO2)CCC2(C1)OC(C=C2)C2=CC=CC=C2)C 6,6-dimethyl-10-phenyl-1,4,9-trioxadispiro[4.2.48.25]tetradec-11-ene